ClC1=C(C(=CC=C1)Cl)N1N=C(C(=C1)NC1=CC=C(C=C1)C1=CN=NN1C)C(=O)N 1-(2,6-dichlorophenyl)-4-((4-(1-methyl-1H-1,2,3-triazol-5-yl)phenyl)amino)-1H-pyrazole-3-carboxamide